COC1=C2C(=NC=NC2=CC=C1N1CCN(CC1)C(=O)OC(C)(C)C)NC1=CC(=C(C=C1)OC1=CC2=C(N(N=N2)C)C=C1)C tert-butyl 4-(5-methoxy-4-((3-methyl-4-((1-methyl-1H-benzo[d][1,2,3]triazol-5-yl)oxy)phenyl)amino)quinazolin-6-yl)piperazine-1-carboxylate